N1C[C@H](CC1)N1C(NC(C=C1)=O)=O (S)-1-(pyrrolidin-3-yl)pyrimidine-2,4(1H,3H)-dione